FC(C1=CN=C2N1N=C(C=C2)C2=CNC=1N=CN=CC12)F 5-(3-(difluoromethyl)imidazo[1,2-b]pyridazin-6-yl)-7H-pyrrolo[2,3-d]pyrimidine